Nitrooxazine [N+](=O)([O-])C=1NOC=CC1